I(=O)(=O)(=O)O.I(=O)(=O)(=O)O periodic acid (periodate)